L-glutamic acid, N,N-diacetic acid tetrasodium salt [Na+].[Na+].[Na+].[Na+].C(CN([C@@H](CCC(=O)[O-])C(=O)[O-])CC(=O)[O-])(=O)[O-]